NCC1=C(C(=O)NC(C)C2=CC(=CC(=C2)C=2SC=CC2)C=2C=NN(C2)C)C(=CC=C1)C 2-(aminomethyl)-6-methyl-N-(1-(3-(1-methyl-1H-pyrazol-4-yl)-5-(thiophen-2-yl)phenyl)ethyl)benzamide